CS(=O)(=O)OC1C(CCC1)N1CCOCC1.[Na] Sodium (2-morpholinocyclopentyl) methanesulfonate